[(triphenyleneyl)phenyl](phenanthrenyl)naphthalene C1(=CC=CC=2C3=CC=CC=C3C3=CC=CC=C3C12)C1=C(C=CC=C1)C1=C(C2=CC=CC=C2C=C1)C1=CC=CC=2C3=CC=CC=C3C=CC12